(2S,4S)-4-phenyl-2-(3-(4-phenylbutyl)-1,2,4-oxadiazol-5-yl)pyrrolidine-1-carboxylic acid tert-butyl ester C(C)(C)(C)OC(=O)N1[C@@H](C[C@H](C1)C1=CC=CC=C1)C1=NC(=NO1)CCCCC1=CC=CC=C1